(Z)-S-(2-(N-((4-amino-2-methylpyrimidin-5-yl)methyl)formamido)-5-(phosphonooxy)pent-2-en-3-yl)3-nitrobenzothioate NC1=NC(=NC=C1CN(C=O)C(C)=C(CCOP(=O)(O)O)\S=C(\C1=CC(=CC=C1)[N+](=O)[O-])/[O-])C